FC=1C=C(C=C(C1)NCCN)NC(=O)NC1=C(C(=CC=C1)Cl)CCO 1-[3-fluoro-5-(2-aminoethylamino)phenyl]-3-[3-chloro-2-(2-hydroxyethyl)phenyl]urea